CC1=NNC(=C1)C1=NSC=2C1=NC(=CC2C2(CCOCC2)C#N)N2[C@@H](COCC2)C (R)-4-(3-(3-methyl-1H-pyrazol-5-yl)-5-(3-methylmorpholino)isothiazolo[4,5-b]pyridin-7-yl)tetrahydro-2H-pyran-4-carbonitrile